1-[(ethoxycarbonyl)oxy]ethyl (2R,3R,4S)-4-(benzo[d][1,3]dioxolane-5-yl)-1-[2-(dibutylamino)-2-oxoethyl]-2-(4-methoxyphenyl)pyrrolidine-3-carboxylate O1COC2=C1C=CC(=C2)[C@@H]2[C@H]([C@@H](N(C2)CC(=O)N(CCCC)CCCC)C2=CC=C(C=C2)OC)C(=O)OC(C)OC(=O)OCC